N-(2-fluorophenyl)-2-(1-(3-methoxyphenyl)imidazo[1,5-a]pyridin-3-yl)pyrrolidine-1-carboxamide FC1=C(C=CC=C1)NC(=O)N1C(CCC1)C1=NC(=C2N1C=CC=C2)C2=CC(=CC=C2)OC